C(C1=CC=CC=C1)OC1=CC=C(C=C1)Br 1-benzyloxy-4-bromo-benzene